C1=CC=C(C=C1)[C@H](CC(=O)O)C(=O)O (S)-(+)-phenylsuccinic acid